N-(2-aminoethyl)-N2-{[2-(trimethylsilyl)ethoxy]carbonyl}glycinamid NCCNC(CNC(=O)OCC[Si](C)(C)C)=O